Methyl 2-((6-(3-bromophenyl)-6-(3-(3-((6-fluoro-4-formyl-1H-indol-5-yl)oxy)phenyl)-1H-pyrazol-1-yl)-2,2-dimethylhexyl)sulfonyl)acetate BrC=1C=C(C=CC1)C(CCCC(CS(=O)(=O)CC(=O)OC)(C)C)N1N=C(C=C1)C1=CC(=CC=C1)OC=1C(=C2C=CNC2=CC1F)C=O